BrC=1C(=NN(C1C1=CC(=C(C=C1)F)F)C1=C(C=CC=C1)F)SCC(=O)OCC ethyl {[4-bromo-5-(3,4-difluorophenyl)-1-(2-fluorophenyl)-1H-pyrazol-3-yl]sulfanyl}acetate